6-(3-azabicyclo[4.1.0]hept-6-yl)pyridin-2-ol C12CNCCC2(C1)C1=CC=CC(=N1)O